(R)-1-(3-((4-(2-hydroxy-4-(trifluoromethyl)phenyl)phthalazin-1-yl)amino)piperidin-1-yl)ethane-1-one OC1=C(C=CC(=C1)C(F)(F)F)C1=NN=C(C2=CC=CC=C12)N[C@H]1CN(CCC1)C(C)=O